bis-(4-hydroxyphenyl)-1-phenyl-propane OC1=CC=C(C=C1)C(CC)(C1=CC=CC=C1)C1=CC=C(C=C1)O